(3R)-3-[2-[(4S)-4-benzyl-2-oxo-oxazolidin-3-yl]-2-oxoethyl]pyrrolidine-1-carboxylic acid tert-butyl ester C(C)(C)(C)OC(=O)N1C[C@H](CC1)CC(=O)N1C(OC[C@@H]1CC1=CC=CC=C1)=O